4-oxo-6-((1S,2S)-2-(pyrimidin-2-yl)cyclobutyl)-4,5-dihydro-1H-pyrazolo[3,4-d]pyrimidine-3-carbonitrile O=C1C2=C(N=C(N1)[C@@H]1[C@H](CC1)C1=NC=CC=N1)NN=C2C#N